C(C)(C)(C)OC(=O)N1CCC2(CC1)C(C1=CC(=CC=C1C2)Br)=O C6-bromo-1-oxo-1,3-dihydro-spiro[indene-2,4'-piperidine]-1'-carboxylic acid tert-butyl ester